(5S,8S,10aR)-N-((R)-chroman-4-yl)-5-((S)-2-(methylamino)propanamido)-6-oxo-3-(3,3,3-trifluoro-2,2-dimethylpropanoyl)decahydropyrrolo[1,2-a][1,5]diazocine-8-carboxamide O1CC[C@H](C2=CC=CC=C12)NC(=O)[C@@H]1CC[C@H]2N1C([C@H](CN(CC2)C(C(C(F)(F)F)(C)C)=O)NC([C@H](C)NC)=O)=O